5-(1,5-dimethyl-1H-pyrazol-4-yl)pyrimidine-2,4-diol CN1N=CC(=C1C)C=1C(=NC(=NC1)O)O